Methyl-3,6-dichloro-9H-carbazole CC1=CC(=CC=2C3=CC(=CC=C3NC12)Cl)Cl